6-(4-((3'-fluoro-5'-methoxy-[1,1'-biphenyl]-4-yl)methyl)-2,5-dimethylthiophene-3-carboxamido)spiro[3.3]heptane-2-carboxylic acid FC=1C=C(C=C(C1)OC)C1=CC=C(C=C1)CC=1C(=C(SC1C)C)C(=O)NC1CC2(CC(C2)C(=O)O)C1